(5-fluoro-2-(2H-1,2,3-triazol-2-yl)phenyl)((3aR,5R,7aR)-5-methyloctahydro-6H-pyrrolo[2,3-c]pyridin-6-yl)methanone FC=1C=CC(=C(C1)C(=O)N1C[C@H]2[C@@H](C[C@H]1C)CCN2)N2N=CC=N2